C(C)O[Si](Br)(Br)Br ethoxytribromosilane